C(C)(C)N1N=CC2=CC(=CC=C12)C1=C(NC2=C1C=1N(C(NCC1C=N2)=O)C2CCN(CC2)C(=O)OC)C=2C=NN(C2)C methyl 4-(9-(1-isopropyl-1H-indazol-5-yl)-8-(1-methyl-1H-pyrazol-4-yl)-2-oxo-2,3,4,7-tetrahydro-1H-pyrrolo[3',2':5,6]pyrido[4,3-d]pyrimidin-1-yl)piperidine-1-carboxylate